Benzyl 1-((1R,3r,5S)-8-(3-(trifluoromethyl)-1,2,4-oxadiazol-5-yl)-8-azabicyclo[3.2.1]octan-3-yl)piperidine-4-carboxylate FC(C1=NOC(=N1)N1[C@H]2CC(C[C@@H]1CC2)N2CCC(CC2)C(=O)OCC2=CC=CC=C2)(F)F